C(CCC)C1=C(C(=C(C(=N1)O)C(=O)N1CCC(CC1)(C1=CC=CC=C1)O)O)C1=C(C=CC=C1OC)OC 6-butyl-5-(2,6-dimethoxyphenyl)-3-(4-hydroxy-4-phenylpiperidine-1-carbonyl)pyridine-2,4-diol